[Si](C)(C)(C(C)(C)C)O[C@H]1[C@@H](O[C@@H]([C@H]1O[Si](C)(C)C(C)(C)C)CSCC=1C(=NOC1C1CCCCC1)C)N1C=CC2=C1N=CN=C2N 7-((2R,3R,4R,5S)-3,4-bis((tert-Butyldimethylsilyl)oxy)-5-((((5-cyclohexyl-3-methylisoxazol-4-yl)methyl)thio)methyl)tetrahydrofuran-2-yl)-7H-pyrrolo[2,3-d]pyrimidin-4-amine